O1C(C1)CN1CCNCC1 4-(oxiran-2-ylmethyl)piperazin